5-amino-3-[2-(1-cyclopropyl-6-fluoro-2-methyl-1,3-benzodiazol-5-yl)ethynyl]-1-[(3S,5R)-5-[(1S)-1-hydroxyethyl]-1-(prop-2-enoyl)pyrrolidin-3-yl]Pyrazole-4-carboxamide NC1=C(C(=NN1[C@@H]1CN([C@H](C1)[C@H](C)O)C(C=C)=O)C#CC1=CC2=C(N(C(=N2)C)C2CC2)C=C1F)C(=O)N